4'-((1-(3-(difluoromethyl)-2-methylphenyl)ethyl)amino)-2',8'-dimethylspiro[cyclopentane-1,6'-pyrrolo[3,2-g]quinazoline]-7'(8'h)-one FC(C=1C(=C(C=CC1)C(C)NC1=NC(=NC2=CC3=C(C=C12)C1(C(N3C)=O)CCCC1)C)C)F